2-ethyl-9-(2-ethylhexyl-oxy)anthracene C(C)C1=CC2=C(C3=CC=CC=C3C=C2C=C1)OCC(CCCC)CC